2-Methyl-1-penten-3-ol CC(=C)C(CC)O